(4-((3-chlorobenzyl)amino)-6-(3,5-dimethylisoxazol-4-yl)quinazolin-2-one-Yl)-N,N-dimethylpiperazine-1-carboxamide ClC=1C=C(CNC2=NC(NC3=CC=C(C(=C23)C2N(CCNC2)C(=O)N(C)C)C=2C(=NOC2C)C)=O)C=CC1